methyl (E)-4-{[4-(3-chloro-10-methyl-11-oxo-10,11-dihydro-5H-dibenzo[b,e][1,4]diazepin-5-yl)butyl](methyl)amino}but-2-enoate ClC=1C=CC2=C(N(C3=C(N(C2=O)C)C=CC=C3)CCCCN(C/C=C/C(=O)OC)C)C1